C(C1=CC=CC=C1)N1CC(OCC1)CC(=O)OCC ethyl 2-(4-benzylmorpholin-2-yl)acetate